C(=O)(O)[C@H](CC(=O)C1=CC2=C(S1)C=C(C(=C2Cl)OCCCOC=2C(=C1CN(CC1=CC2OC)C(C[C@@H](C(=O)O)C)=O)Cl)OC)C (S)-4-(5-(3-((2-((S)-3-carboxybutanoyl)-4-chloro-6-methoxybenzo[b]thiophen-5-yl)oxy)propoxy)-4-chloro-6-methoxyisoindolin-2-yl)-2-methyl-4-oxobutanoic acid